1-tert-butyl 2-methyl (2S,3S,4S)-3-methyl-4-{[(4-methylphenoxy)carbonothioyl]oxy}-3-(prop-2-en-1-yl)pyrrolidine-1,2-dicarboxylate C[C@@]1([C@H](N(C[C@H]1OC(=S)OC1=CC=C(C=C1)C)C(=O)OC(C)(C)C)C(=O)OC)CC=C